C(C)O[Si](CCCSSSSCCC[Si](OCC)(OCC)OCC)(OCC)OCC bis(3-triethoxysilylpropyl) tetrasulphide